4-(1-aminocyclopropyl)-benzoic acid NC1(CC1)C1=CC=C(C(=O)O)C=C1